6-(4-((2s,3S)-4-acryloyl-3-isopropylmorpholin-2-yl)-6-chloropyridin-2-yl)-N-methylpyrimidine-4-carboxamide C(C=C)(=O)N1[C@H]([C@@H](OCC1)C1=CC(=NC(=C1)Cl)C1=CC(=NC=N1)C(=O)NC)C(C)C